[2H]C1(C(NCC2=CC=C(C=C12)F)=O)[2H] 4,4-dideuterio-6-fluoro-1,2-dihydroisoquinolin-3-one